NC1=C2C(=NC=N1)N(N=C2C=2NC1=CC(=CC=C1C2)C(=O)OC)C(C)(C)C methyl 2-(4-amino-1-tert-butyl-pyrazolo[3,4-d]Pyrimidin-3-yl)-1H-indole-6-carboxylate